C(N)(OCCCC[C@@H](C(=O)N)NC([C@H](CC12CC(C1)C2)N)=O)=O ((S)-6-amino-5-((S)-2-amino-3-(bicyclo[1.1.1]pentan-1-yl) propanamido)-6-oxohexyl) carbamate